4-(4-(4-isopropyl-5-(8-methyl-[1,2,4]triazolo[1,5-a]pyridin-6-yl)-1H-pyrazol-3-yl)phenyl)-N-(2-methoxyethyl)-N-methylcyclohexan-1-amine C(C)(C)C=1C(=NNC1C=1C=C(C=2N(C1)N=CN2)C)C2=CC=C(C=C2)C2CCC(CC2)N(C)CCOC